FC(C)(F)C1=NC(=CC(=N1)NC1=CC(=NC=C1OC[C@@H]1COCCC1)NC(C)=O)C (S)-N-(4-((2-(1,1-difluoroethyl)-6-methylpyrimidin-4-yl)amino)-5-((tetrahydro-2H-pyran-3-yl)methoxy)pyridin-2-yl)acetamide